Triethylmethylammonium C(C)[N+](C)(CC)CC